CN1N=NN=C1C(C1=CC=CC=C1)=NOCC1=CC=CC(=N1)NC(OCCCCC)=O pentyl {6-[{([(1-methyl-1H-tetrazol-5-yl)(phenyl)methylene]amino)oxy}methyl]pyridin-2-yl}carbamate